3,5-dimethoxyiodobenzene COC1=CC(=CC(=C1)I)OC